(7R,14S)-1-(difluoromethoxy)-12-((R)-6-(2-hydroxypropan-2-yl)-5,6-dihydro-2H-pyran-3-yl)-6-methyl-6,7-dihydro-7,14-methanobenzo[c]pyrido[1',2':1,5]pyrazolo[4,3-f]azocin-5(14H)-one FC(OC1=CC=CC=2C(N([C@H]3C=4C([C@@H](C21)C3)=C3N(N4)C=CC(=C3)C=3CO[C@H](CC3)C(C)(C)O)C)=O)F